3-(3,5-difluorophenoxy)propionitrile FC=1C=C(OCCC#N)C=C(C1)F